5-[[2-[(2S,5R)-5-methyl-2-[3-(trifluoromethyl)phenyl]-1-piperidyl]-2-oxo-acetyl]amino]pyridine-3-carboxamide C[C@@H]1CC[C@H](N(C1)C(C(=O)NC=1C=C(C=NC1)C(=O)N)=O)C1=CC(=CC=C1)C(F)(F)F